3-(4-{3-[6-(5-methyl-[1,3,4]oxadiazol-2-yl)-pyridin-2-yloxy]-propyl}-piperazin-1-yl)-benzo[d]isothiazole oxalate C(C(=O)O)(=O)O.CC1=NN=C(O1)C1=CC=CC(=N1)OCCCN1CCN(CC1)C1=NSC2=C1C=CC=C2